Cl.FC(C1=CC=C(CC2CNCC2)C=C1)(F)F 3-(4-Trifluoromethylbenzyl)pyrrolidine hydrochloride salt